N1(CCCC2=CC=CC=C12)C=1C=C(C=CC1)NS(=O)(=O)C1=CC=C(C=C1)C1=CC=C(C=C1)F N-(3-(3,4-DIHYDROQUINOLIN-1(2H)-YL)PHENYL)-4'-FLUORO-[1,1'-BIPHENYL]-4-SULFONAMIDE